C(C)OC(C[C@@H](C=1C=C(C=CC1OC)C1=CC=CC=C1)N([C@H](C)C1=CC=CC=C1)CC1=CC=CC=C1)=O (S)-3-(benzyl-((R)-1-phenylethyl)amino)-3-(4-methoxybiphenyl-3-yl)propanoic acid ethyl ester